COCC1=C(N=CC=2N(C3=CC=CC(=C3C21)OCC2=CC=NC=C2)C(=O)OC(C)(C)C)C(=O)OCC 9-(tert-butyl) 3-ethyl 4-(methoxymethyl)-5-(4-pyridylmethoxy)pyrido[3,4-b]indole-3,9-dicarboxylate